5-methyl-4-(4-(pyrrolidin-3-yl)phenoxy)-7H-pyrrolo[2,3-d]pyrimidine CC1=CNC=2N=CN=C(C21)OC2=CC=C(C=C2)C2CNCC2